tert-butyl 4-{6-[6-(3-methylphenylamino)-3-oxo-2-(prop-2-enyl)-1,2-dihydro-3H-1,2,5,7-tetraazainden-1-yl]pyrid-2-yloxy}piperidine-1-carboxylate CC=1C=C(C=CC1)NC1=NC=C2C(N(N(C2=N1)C1=CC=CC(=N1)OC1CCN(CC1)C(=O)OC(C)(C)C)CC=C)=O